OC1(CC1)C1=NNC(=N1)C1CC2(CN(C2)C(=O)N2CC3(C2)CC(C3)CC=3C=C(C#N)C=C(C3)C(F)(F)F)C1 3-[[2-[6-[3-(1-hydroxycyclopropyl)-1H-1,2,4-triazol-5-yl]-2-azaspiro[3.3]heptane-2-carbonyl]-2-azaspiro[3.3]heptan-6-yl]methyl]-5-(trifluoromethyl)benzonitrile